NC=1C=C(C=CC1)C1=CC2=C(N=CN=C2OC=2C=C(C=CC2)O)N1 3-(6-(3-aminophenyl)-7H-pyrrolo[2,3-d]pyrimidin-4-yloxy)phenol